1,5-bis(4-aminophenyl)-2,4-dimethylpentan-1,4-dien-3-one NC1=CC=C(C=C1)C=C(C(C(=CC1=CC=C(C=C1)N)C)=O)C